3-Hydroxybutyl-3-methyloxetane OC(CCC1OCC1C)C